trans-2-[[1-isobutyl-4-[[4-(trifluoromethyl)phenyl]methyl]indazole-3-carbonyl]amino]spiro[3.3]heptane-6-carboxylic acid C(C(C)C)N1N=C(C2=C(C=CC=C12)CC1=CC=C(C=C1)C(F)(F)F)C(=O)NC1CC2(C1)CC(C2)C(=O)O